C(C)OC(=O)C=1N=C(N(C1C)CC1=C(C=C(C=C1)N1N=CN(C1=O)CC1=C(C=CC=C1F)F)F)C 1-[(4-{4-[(2,6-difluorophenyl)methyl]-5-oxo-1,2,4-triazol-1-yl}-2-fluorophenyl)methyl]-2,5-dimethylimidazole-4-carboxylic acid ethyl ester